FC1=C(C(=CC=C1)C)N1CCC2(OCCO2)CC1 8-(2-Fluoro-6-methylphenyl)-1,4-dioxa-8-aza-spiro[4.5]decane